2-[Methyl(propyl)amino]-6-(oxetan-3-ylamino)pyrimidine-4-carboxylic acid CN(C1=NC(=CC(=N1)C(=O)O)NC1COC1)CCC